N-methyl-N-(2,3-dihydroxypropyl)amidosulfuric acid CN(S(O)(=O)=O)CC(CO)O